3-ethyl-3-phenoxyethyl-oxirane O-(N-Methylanthraniloyl)Guanosine-5'-Triphosphate P(O)(=O)(OP(=O)(O)OP(=O)(O)O)OC[C@@H]1[C@H]([C@H]([C@@H](O1)N1C=NC=2C(=O)NC(N)=NC12)OC(C=1C(NC)=CC=CC1)=O)O.C(C)C1(CO1)CCOC1=CC=CC=C1